2-bromo-3-(ethylsulfinyl)-N-(1-methyl-1H-tetrazol-5-yl)-4-(trifluoromethyl)benzamide BrC1=C(C(=O)NC2=NN=NN2C)C=CC(=C1S(=O)CC)C(F)(F)F